N-({4-amino-1-methyl-3H-pyrazolo[3,4-c]quinolin-7-yl}methyl)-N-(2-methanesulfonylpyridin-3-yl)-6-(trifluoromethyl)pyridine-3-carboxamide NC1=NC=2C=C(C=CC2C2=C1NN=C2C)CN(C(=O)C=2C=NC(=CC2)C(F)(F)F)C=2C(=NC=CC2)S(=O)(=O)C